2-Chloro-5-(7-chloro-2-ethylbenzo[d]thiazol-6-yl)-3-methyl-7-((2-(trimethylsilyl)ethoxy)meth-yl)-3,7-dihydro-4H-pyrrolo[2,3-d]pyrimidin-4-one ClC=1N(C(C2=C(N1)N(C=C2C2=C(C1=C(N=C(S1)CC)C=C2)Cl)COCC[Si](C)(C)C)=O)C